C(C)N1CC2=C(C[C@H]1C(=O)N1CC(C1)N1CCCCC1)N=C(N2)C2=NNC1=CC(=CC=C21)C2=C(C=C(C(=C2)F)O)CC (S)-(5-ethyl-2-(6-(2-ethyl-5-fluoro-4-hydroxyphenyl)-1H-indazol-3-yl)-4,5,6,7-tetrahydro-3H-imidazo[4,5-c]pyridin-6-yl)(3-(piperidin-1-yl)azetidin-1-yl)methanone